6-chloro-N-(4-chlorophenyl)-2-methyl-5-nitro-pyrimidin-4-amine ClC1=C(C(=NC(=N1)C)NC1=CC=C(C=C1)Cl)[N+](=O)[O-]